ClC1=C(C=CC(=C1)C(F)(F)F)N1C(SC2=C1C=CC(=C2)OC(C(=O)Cl)C)=O 2-(3-(2-chloro-4-(trifluoromethyl)phenyl)-2-oxo-2,3-dihydrobenzothiazol-6-yloxy)propionyl chloride